CC1(OB(OC1(C)C)C1=CN=C2N1C=C(C=C2)NC(O)=O)C.OC2=C(C=C(CC1=C(C(=C(C(=C1C)CC1=CC(=C(C(=C1)C(C)(C)C)O)C(C)(C)C)C)CC1=CC(=C(C(=C1)C(C)(C)C)O)C(C)(C)C)C)C=C2C(C)(C)C)C(C)(C)C 2,4,6-tris(4-hydroxy-3,5-di-t-butylbenzyl)mesitylene (3-(4,4,5,5-tetramethyl-1,3,2-dioxaborolan-2-yl)imidazo[1,2-a]pyridin-6-yl)carbamate